NC=1NC2=C(N1)C=CC=C2 2-aminobenzo[d]imidazole